1,2-diethoxy-ethane C(C)OCCOCC